[O].C(CC)NCCC(=O)N 3-(propylamino)propionamide oxygen